methyl 4-hydroxy-3,5-dimethoxybenzoate OC1=C(C=C(C(=O)OC)C=C1OC)OC